Chromium-ruthenium oxide [Ru]=O.[Cr]